2-(2,6-dimethylpyridin-4-yl)-3-isopropyl-6-(5,6,7,8-tetrahydro-2,6-naphthyridin-3-yl)-5,6,7,8-tetrahydro-1H-pyrrolo[2,3-g]isoquinoline CC1=NC(=CC(=C1)C1=C(C=2C(=CC=3CCN(CC3C2)C=2N=CC=3CCNCC3C2)N1)C(C)C)C